CC(C(=O)OC)(C)C1=CC=CC=C1 methyl methylphenylpropionate